3-(2-(benzyloxy)phenoxy)pyridinecarboxaldehyde C(C1=CC=CC=C1)OC1=C(OC=2C(=NC=CC2)C=O)C=CC=C1